FC1=C(C(=CC=C1)F)[C@@H](C)NC=1C2=C(N=C(N1)C)C=NC(=C2)N2C[C@@H](CC2)NC(C)=O N-[(3R)-1-(4-{[(1R)-1-(2,6-difluorophenyl)ethyl]amino}-2-methylpyrido[3,4-d]pyrimidin-6-yl)pyrrolidin-3-yl]acetamide